3,5-dimethyl-1-(phenylmethyl)-4-piperidinol CC1CN(CC(C1O)C)CC1=CC=CC=C1